4-bromo-3-fluoro-2-methylbenzoic acid methyl ester COC(C1=C(C(=C(C=C1)Br)F)C)=O